BrCCCCN1C(C=CC=C1)=O 1-(4-bromobutyl)pyridin-2(1H)-one